8-[trans-4-(2-hydroxyethoxy)cyclohexyl]-6-(6-methoxy-3-pyridinyl)-4-methyl-pyrido[2,3-d]pyrimidin-7(8H)-one OCCO[C@@H]1CC[C@H](CC1)N1C(C(=CC2=C1N=CN=C2C)C=2C=NC(=CC2)OC)=O